Cl.C(C)N1N=CC2=C1N=CC=C2NCC2CCNCC2 1-ethyl-N-(piperidin-4-ylmethyl)-1H-pyrazolo[3,4-b]pyridine-4-amine hydrochloride